racemic-(E)-3-((3-butyl-7-(ethylthio)-2-methyl-1,1-dioxido-5-phenyl-2,3,4,5-tetrahydro-1,2,5-benzothiadiazepin-8-yl)oxy)acrylic acid C(CCC)C1N(S(C2=C(N(C1)C1=CC=CC=C1)C=C(C(=C2)O/C=C/C(=O)O)SCC)(=O)=O)C